OC=1C=C2C(N(C=NC2=CC1)C=1C=NC(=NC1)SC)=O 6-hydroxy-3-[2-(methylsulfanyl)pyrimidin-5-yl]quinazolin-4-one